6-(isobutylcarbamoyl)picolinic acid C(C(C)C)NC(=O)C1=CC=CC(=N1)C(=O)O